5-[2-benzyloxy-4-[(4-benzyloxy-6-methyl-pyrimidin-2-yl)amino]-6-fluoro-phenyl]-1,1-dioxo-1,2,5-thiadiazolidin-3-one C(C1=CC=CC=C1)OC1=C(C(=CC(=C1)NC1=NC(=CC(=N1)OCC1=CC=CC=C1)C)F)N1CC(NS1(=O)=O)=O